ethyl 5-ethylisothiazole-3-carboxylate C(C)C1=CC(=NS1)C(=O)OCC